4-propylimidazolidin-2-imine C(CC)C1NC(NC1)=N